NC1=C(C=C(C=N1)NC(C(=O)N1[C@H](CC[C@@H](C1)C)C1=CC=C(C=C1)N1CCC2(CCCN(C2)C)CC1)=O)CC |o1:12,15| Rel-N-(6-amino-5-ethyl-3-pyridyl)-2-[(2R,5S)-5-methyl-2-[4-(2-methyl-2,9-diazaspiro[5.5]undecan-9-yl)phenyl]-1-piperidyl]-2-oxo-acetamide